C(#N)C1=NC=CC=C1OC1=CC(=NC=C1)C(=O)N[C@@H]1C(N(C2=C(OC1)C=CC(=C2)C#CC(C)(C)O)C)=O (S)-4-((2-cyanopyridin-3-yl)oxy)-N-(7-(3-hydroxy-3-methylbut-1-yn-1-yl)-5-methyl-4-oxo-2,3,4,5-tetrahydrobenzo[b][1,4]oxazepin-3-yl)pyridineamide